S(=O)(=O)(O)O.N/C(/C=1C=C(C[C@H](NS(=O)(=O)C2=C(C=C(C=C2C(C)C)C(C)C)C(C)C)C(=O)N2CCN(CC2)C(=O)OCC)C=CC1)=N/O Ethyl 4-{3-[(E)-amino (hydroxyimino)methyl]-N-[(2,4,6-triisopropylphenyl) sulfonyl]-L-phenylalanyl}piperazine-1-carboxylate hydrogen sulfate